ClC1=C(N=C2N1C=CC(=C2)C(=O)NC2CC(C2)(C)O)C2=C(C=C(C=C2F)F)C=2N=CN(C2Cl)C 3-chloro-2-(2-(5-chloro-1-methyl-1H-imidazol-4-yl)-4,6-difluorophenyl)-N-((1s,3s)-3-hydroxy-3-methylcyclobutyl)imidazo[1,2-a]pyridine-7-carboxamide